ClC1=CC(=C(N=N1)C(=O)NC([2H])([2H])[2H])NC1=C(C(=CC=C1)C=1N=NC(=CC1)C(=C)OCC)OC 6-chloro-4-((3-(6-(1-ethoxyvinyl)pyridazin-3-yl)-2-methoxyphenyl)amino)-N-trideuteromethylpyridazine-3-carboxamide